N[C@H]1CN(CCC1)C1=NC2=C(N1CC=1C=C(C#N)C=CC1)C=CC=C2 (R)-3-((2-(3-aminopiperidin-1-yl)-1H-benzo[d]imidazol-1-yl)methyl)benzonitrile